1,2-dipalmitoyl-sn-glycero-3-phospho-serine C(CCCCCCCCCCCCCCC)(=O)OC[C@@H](OC(CCCCCCCCCCCCCCC)=O)COP(=O)(O)OC[C@H](N)C(=O)O